1-methyl-N-((5-((trimethylsilyl)ethynyl)pyridin-2-yl)methyl)-1H-pyrazol-4-amine CN1N=CC(=C1)NCC1=NC=C(C=C1)C#C[Si](C)(C)C